ClC1=CC(=C2C[C@@H]([C@H](C2=C1)OC1=CC=C(C=C1)S(=O)(=O)NC1CCN(CC1)C(CCCNC(=O)NC)=O)N1CCNCC1)C#N 4-([(1S,2S)-6-chloro-4-cyano-2-(piperazin-1-yl)-2,3-dihydro-1H-inden-1-yl]oxy)-N-(1-[4-(3-methylureido)butanoyl]piperidin-4-yl)benzenesulfonamide